N-hexadecyl-2-(3-methoxy-4-benzyloxyphenyl)-3,5,7-tribenzyloxyquinolin-4-one C(CCCCCCCCCCCCCCC)N1C(=C(C(C2=C(C=C(C=C12)OCC1=CC=CC=C1)OCC1=CC=CC=C1)=O)OCC1=CC=CC=C1)C1=CC(=C(C=C1)OCC1=CC=CC=C1)OC